N-(3-benzyl-3-hydroxycyclobutyl)-4-bromo-3-methylbenzenesulfonamide C(C1=CC=CC=C1)C1(CC(C1)NS(=O)(=O)C1=CC(=C(C=C1)Br)C)O